FC1(C[C@H](N(C1)C(CN1C[C@H](CC1)OC1=C2C=CN=CC2=CC=C1)=O)C#N)F (S)-4,4-difluoro-1-(2-((S)-3-(isoquinolin-5-yloxy)pyrrolidin-1-yl)acetyl)pyrrolidine-2-carbonitrile